Cl.FC1(CCC(CC1)N)C=1SC=NN1 4-fluoro-4-(1,3,4-thiadiazol-2-yl)cyclohexan-1-amine hydrochloride